2-chloro-3-fluoro-N-[(1s,4s)-4-{[2-(trifluoromethyl)quinolin-4-yl]amino}cyclohexyl]benzamide ClC1=C(C(=O)NC2CCC(CC2)NC2=CC(=NC3=CC=CC=C23)C(F)(F)F)C=CC=C1F